(S)-2-(2,5-dichlorothiophene-3-carboxamido)-N6-methyl-5-oxo-N1-(2-oxo-1-(2-oxo-2-((1R,2S,4R)-1,7,7-trimethylbicyclo[2.2.1]heptan-2-ylamino)ethyl)-1,2-dihydropyridin-3-yl)hexanediamide ClC=1SC(=CC1C(=O)N[C@H](C(=O)NC=1C(N(C=CC1)CC(N[C@@H]1[C@@]2(CC[C@H](C1)C2(C)C)C)=O)=O)CCC(C(=O)NC)=O)Cl